S([O-])[O-].C=O.[Na+].[Na+] sodium formaldehyde sulfoxylate